COC=1C=C(C=C(C1)OC)[C@@H](C(=O)NC=1SC(=NN1)N[C@H]1CN(CC1)C=1N=NC=CC1)OCC (2S)-2-(3,5-dimethoxyphenyl)-2-ethoxy-N-[5-[[(3R)-1-pyridazin-3-ylpyrrolidin-3-yl]amino]-1,3,4-thiadiazol-2-yl]acetamide